8-chloro-2-(2-hydroxy-4-methyl-phenyl)-6-methoxy-chromen-4-one ClC=1C=C(C=C2C(C=C(OC12)C1=C(C=C(C=C1)C)O)=O)OC